BrC1=CC(=C(S1)C1(OCCO1)C)F 2-(5-bromo-3-fluorothiophen-2-yl)-2-methyl-1,3-dioxolane